1-(4-methyl-5-(7-(methylamino)-2,6-naphthyridin-3-yl)pyridin-2-yl)propan-2-ol CC1=CC(=NC=C1C=1N=CC2=CC(=NC=C2C1)NC)CC(C)O